C(C)S(=O)(=O)C=1C=C(C=NC1C1=NC2=C(C=NC(=C2)C(F)(F)F)N1C)N1C(CCC1)=O 1-[5-ethylsulfonyl-6-[3-methyl-6-(trifluoromethyl)imidazo[4,5-c]pyridin-2-yl]-3-pyridinyl]pyrrolidin-2-one